ClC1=CC=C(CN2C(=NC=3N(C(N(C(C23)=O)CCCO)=O)C)C=2CC3=CC=CC=C3C2)C=C1 7-(4-chlorobenzyl)-1-(3-hydroxypropyl)-8-(1H-inden-2-yl)-3-methyl-3,7-dihydro-1H-purine-2,6-dione